ClC1=NC(=C2C(=N1)N(N=C2CC)C)NCC2=CC(=C(C=C2)Cl)Cl 6-chloro-3-ethyl-N-[(3,4-dichlorophenyl)methyl]-1-methyl-1H-pyrazolo[3,4-d]pyrimidin-4-amine